3-(2-hydroxy-2-methyl-propyl)indoline-1-carboxylic acid tert-butyl ester C(C)(C)(C)OC(=O)N1CC(C2=CC=CC=C12)CC(C)(C)O